ClC=1C(=C(C=CC1F)NC1=NC=NC2=CC(=C(C=C12)O[C@@H](C)C1=NC=CC=N1)C=1C=NN(C1)C)F (S)-N-(3-chloro-2,4-difluorophenyl)-7-(1-methyl-1H-pyrazol-4-yl)-6-(1-(pyrimidin-2-yl)ethoxy)quinazolin-4-amine